O1CCC(CC1)OC1=NC2=CC=C(C=C2C=C1)C=O 2-((Tetrahydro-2H-pyran-4-yl)oxy)quinoline-6-carbaldehyde